CN(C(C)C)CCC1=CNC2=CC=C3C(=C12)N=C(O3)C N-methyl-N-(2-(2-methyl-6H-oxazolo[4,5-e]indol-8-yl)ethyl)propan-2-amine